O=C[C@H](O)[C@@H](O)[C@@H](O)[C@@H](O)C(=O)O L-altruronic acid